N-(4-(4-amino-2,7-dimethyl-7H-pyrrolo[2,3-d]pyrimidin-5-yl)-3-chlorophenyl)-2-hydroxy-2-(o-tolyl)acetamide NC=1C2=C(N=C(N1)C)N(C=C2C2=C(C=C(C=C2)NC(C(C2=C(C=CC=C2)C)O)=O)Cl)C